CN(C(OC=1C=CC2=C(C1)OC(C=1C2N2N(CC1)C(N(C2=O)C2=CC=C(C=C2)C(C)=O)=O)(C)C)=O)CCNC 2-(4-acetylphenyl)-7,7-dimethyl-1,3-dioxo-2,3,5,12b-tetrahydro-1H,7H-chromeno[4,3-c][1,2,4]triazolo[1,2-a]pyridazin-10-yl methyl(2-(methylamino)ethyl)carbamate